tert-Butyl 4-(3-iodo-1-methyl-1H-pyrazolo[4,3-c]pyridin-6-yl)-3,6-dihydropyridine-1(2H)-carboxylate IC1=NN(C2=C1C=NC(=C2)C=2CCN(CC2)C(=O)OC(C)(C)C)C